CC1=C(C=C(C(=C1)OC1=CC(=CC=C1)SCC(C(F)F)(F)F)C)N=CN(C)CC N'-(2,5-dimethyl-4-{3-[(2,2,3,3-tetrafluoropropyl)sulfanyl]phenoxy}phenyl)-N-ethyl-N-methylimidoformamide